Ethyl 8-bromo-7-fluoro-1-isopropyl-4-oxo-4H-quinolizine-3-carboxylate BrC=1C(=CN2C(C(=CC(=C2C1)C(C)C)C(=O)OCC)=O)F